4-methylpiperazine-2,6-dione CN1CC(NC(C1)=O)=O